C(C)(=O)OC1C(OCC1F)N1C2=NC(=NC(=C2N(C1=O)CC1CC1)Cl)N 2-(2-amino-6-chloro-7-(cyclopropyl methyl)-8-oxo-7,8-dihydro-9H-purin-9-yl)-4-fluorotetrahydrofuran-3-yl acetate